CNC[C@H](O)[C@@H](O)[C@H](O)[C@H](O)CO 1-DEOXY-1-METHYLAMINO-D-GLUCITOL